C(C1=CC=CC=C1)OC=1C(=CC2=C(C(=C(O2)C)C(=O)O)C1)C#N 5-(benzyloxy)-6-cyano-2-methylbenzofuran-3-carboxylic acid